O=CC(CC)F Oxo-2-fluoro-butane